CO[Si]1(N(CCC1)C1CCCCC1)C 2-methoxy-2-methyl-1-cyclohexyl-1-aza-2-silacyclopentane